(Z,Z)-9,12-Tetradecadienal C(CCCCCCC\C=C/C\C=C/C)=O